(S)-6-(4-chlorophenyl)-3-(3-hydroxy-3-methylbutan-2-yl)-8-(1-methyl-1H-pyrazol-4-yl)pyrido[3,4-d]pyrimidin-4(3H)-one ClC1=CC=C(C=C1)C1=CC2=C(N=CN(C2=O)[C@@H](C)C(C)(C)O)C(=N1)C=1C=NN(C1)C